(R)-3-Amino-5-(4-(2,2-difluoroethyl)-1-((5-methoxy-7-methyl-1H-indol-4-yl)methyl)piperazin-2-yl)picolinic acid NC=1C(=NC=C(C1)[C@H]1N(CCN(C1)CC(F)F)CC1=C2C=CNC2=C(C=C1OC)C)C(=O)O